4-((4-cyclopropyl-5-fluoro-2-(N-methylmethanesulfonamido)phenyl)amino)-N-ethoxy-6-(pyridin-2-ylamino)nicotinamide Methyl-5-(4-fluorophenyl)pyrrolidin-2-carboxylate COC(=O)C1NC(CC1)C1=CC=C(C=C1)F.C1(CC1)C1=CC(=C(C=C1F)NC1=CC(=NC=C1C(=O)NOCC)NC1=NC=CC=C1)N(S(=O)(=O)C)C